C(C1=CC=CC=C1)SC=1C=C2C=C(C=NC2=CC1)Cl 6-benzylsulfanyl-3-chloro-quinoline